1,6-hex-anediol diacrylate C(C=C)(=O)OCCCCCCOC(C=C)=O